1,1,2,2,3,3-hexafluoropropane-1,3-disulfonamide FC(C(C(S(=O)(=O)N)(F)F)(F)F)(S(=O)(=O)N)F